2-ethoxy-N-methyl-5-nitro-N-(3-(thiazol-2-yl)benzyl)benzamide C(C)OC1=C(C(=O)N(CC2=CC(=CC=C2)C=2SC=CN2)C)C=C(C=C1)[N+](=O)[O-]